5-(4-((1-(4-((S)-2-(3-Chloro-4-cyanophenyl)-3-methyl-2,8-diazaspiro[4.5]decan-8-yl)benzoyl)piperidin-4-yl)methyl)piperazin-1-yl)-N-(2,6-dioxopiperidin-3-yl)picolinamide ClC=1C=C(C=CC1C#N)N1CC2(C[C@@H]1C)CCN(CC2)C2=CC=C(C(=O)N1CCC(CC1)CN1CCN(CC1)C=1C=CC(=NC1)C(=O)NC1C(NC(CC1)=O)=O)C=C2